(S)-1-cyclopropyl-6,8-difluoro-7-(4-tert-butoxycarbonyl-3-hydroxymethyl-1-piperazinyl)-1,4-dihydro-4-oxoquinoline-3-carboxylic acid C1(CC1)N1C=C(C(C2=CC(=C(C(=C12)F)N1C[C@H](N(CC1)C(=O)OC(C)(C)C)CO)F)=O)C(=O)O